N-[(1S,2S)-2-hydroxycyclohexyl]-4-methyl-3-{[methyl(5-phenylpyridin-3-yl)amino]methyl}benzamide O[C@@H]1[C@H](CCCC1)NC(C1=CC(=C(C=C1)C)CN(C=1C=NC=C(C1)C1=CC=CC=C1)C)=O